β-(3,4-Dihydroxyphenyl)-serine OC=1C=C(C=CC1O)C([C@H](N)C(=O)O)O